BrC1=CC(=C(OC2=CC=C(C(=C2C(=O)NC2=CC(=C(C=C2)F)C#N)F)C(F)(F)F)C(=C1)C(F)(F)F)F 6-(4-bromo-2-fluoro-6-(trifluoromethyl)phenoxy)-N-(3-cyano-4-fluorophenyl)-2-fluoro-3-(Trifluoromethyl)benzamide